7-(2-oxo-4-t-butoxycarbonylpiperazin-1-yl)dibenzo[b,d]furan O=C1N(CCN(C1)C(=O)OC(C)(C)C)C1=CC2=C(C3=C(O2)C=CC=C3)C=C1